2-(4-Carboxy-3',4'-difluoro[1,1'-biphenyl]-3-yl)-1,3-dioxo-2,3-dihydro-1H-isoindole-5-carboxylic acid C(=O)(O)C1=C(C=C(C=C1)C1=CC(=C(C=C1)F)F)N1C(C2=CC=C(C=C2C1=O)C(=O)O)=O